CC(C)(C)[S@](=O)/N=C(\CC)/C1CCC(CC1)NC(OC(C)(C)C)=O tert-butyl [(1r,4r)-4-{(1E)-N-[(S)-2-methylpropane-2-sulfinyl]propanimidoyl}cyclohexyl]carbamate